6-(cyclopropanecarboxamido)-N-methyl-4-((8-methyl-6-(pyrrolidin-1-yl)-[1,2,4]triazolo[1,5-a]pyridin-2-yl)amino)pyridazine-3-carboxamide C1(CC1)C(=O)NC1=CC(=C(N=N1)C(=O)NC)NC1=NN2C(C(=CC(=C2)N2CCCC2)C)=N1